(3aR,5s,6aS)-2-(((S)-1,4-dioxan-2-yl)methyl-d2)-N-(6-(2,4-dimethyl-2H-indazol-5-yl)pyridazin-3-yl)octahydrocyclopenta[c]pyrrol-5-amine O1[C@H](COCC1)C(N1C[C@@H]2[C@H](C1)CC(C2)NC=2N=NC(=CC2)C2=C(C1=CN(N=C1C=C2)C)C)([2H])[2H]